(3,3-dimethylallyl)triphenyl-phosphonium chloride [Cl-].CC(=CC[P+](C1=CC=CC=C1)(C1=CC=CC=C1)C1=CC=CC=C1)C